COC1=NC=CC(=C1)NC(=O)C1CCC(CC1)N1C(C2=CC=CC(=C2C1)C)=O N-(2-methoxy-4-pyridyl)-4-(4-methyl-1-oxo-isoindolin-2-yl)cyclohexanecarboxamide